thiaazepane S1NCCCCC1